C1(C2(CN3C=CC=C13)CCNCC2)N 1'H,3'H-spiro[piperidine-4,2'-pyrrolizine]-1'-amine